2-(3-(3-ethoxy-3-oxopropyl)phenyl)-7-((2-hydroxyethyl)sulfonyl)-6,6-dimethyl-2-(methyl-d3)heptanoic acid C(C)OC(CCC=1C=C(C=CC1)C(C(=O)O)(CCCC(CS(=O)(=O)CCO)(C)C)C([2H])([2H])[2H])=O